C(C1=CC=CC=C1)C=1NC(=NN1)C(=O)N[C@@H]1C(N(C=2N(CC1)N=CC2)C)=O (S)-5-Benzyl-N-(4-methyl-5-oxo-5,6,7,8-tetrahydro-4H-pyrazolo[1,5-a][1,3]diazepin-6-yl)-4H-1,2,4-triazol-3-carboxamid